benzyl (5R,7R)-5-(((R)-tert-butylsulfinyl) amino)-7-hydroxy-2-azaspiro[3.4]octane-2-carboxylate C(C)(C)(C)[S@@](=O)N[C@H]1C2(CN(C2)C(=O)OCC2=CC=CC=C2)C[C@H](C1)O